(1,1-dimethylheptyl)-2-(6-isopropyl-3-methylcyclohex-2-en-1-yl)benzene-1,3-diol CC(CCCCCC)(C)C1=C(C(=C(C=C1)O)C1C=C(CCC1C(C)C)C)O